4-[4-(Benzyloxy)phenyl]piperidine C(C1=CC=CC=C1)OC1=CC=C(C=C1)C1CCNCC1